6-(benzo1,3-dioxanyl)-4-phenylpyrimidineamide O1C(OCC2=C1C=CC=C2)C2=CC(=NC(=N2)C(=O)N)C2=CC=CC=C2